N[C@@H]1CC[C@H](CC1)N(C(CCC1=CC=C(C=C1)OCCCCCC)=O)C N-(4-amino-trans-cyclohexyl)-3-(4-hexyloxyphenyl)-N-methylpropionamide